2-(4-(5-chloro-6-oxo-1,6-dihydropyridine-3-carbonyl)piperazin-1-yl)-N-(5-(4-fluorophenoxy)pyridin-2-yl)propanamide ClC1=CC(=CNC1=O)C(=O)N1CCN(CC1)C(C(=O)NC1=NC=C(C=C1)OC1=CC=C(C=C1)F)C